3-(azetidin-1-yl)-6-((4-((3-cyanobenzyl)oxy)-3-methoxyphenyl)amino)quinoxaline-5-carbonitrile N1(CCC1)C=1C=NC=2C=CC(=C(C2N1)C#N)NC1=CC(=C(C=C1)OCC1=CC(=CC=C1)C#N)OC